C(C)OC1=C(C(=O)NCCCCCCCC(=O)O)C=CC=C1 8-(2-ethoxybenzoyl)aminocaprylic acid